(1-cyclopropyl-1H-pyrazol-4-yl)-N-(1-methylpiperidin-3-yl)amino-sulfonamide hydrochloride Cl.C1(CC1)N1N=CC(=C1)S(=O)(=O)NNC1CN(CCC1)C